C(CC=C)OC=1C=2N(C=C(N1)C1=CC(=NC=C1OC)[C@@H](C)N(C(=O)N[C@H](CC=C)CC(C(F)(F)F)O[Si](C)(C)C(C)(C)C)CC)N=CN2 1-((R)-1-(4-(8-(but-3-en-1-yloxy)-[1,2,4]triazolo[1,5-a]pyrazin-6-yl)-5-methoxypyridin-2-yl)ethyl)-3-((4R)-6-((tert-butyldimethylsilyl)oxy)-7,7,7-trifluorohept-1-en-4-yl)-1-ethylurea